[Si](C)(C)(C(C)(C)C)OCC1=CC=CC(=N1)N1CCC(CC1)C=O 1-(6-(((tert-butyldimethylsilyl)oxy)methyl)pyridin-2-yl)piperidine-4-carbaldehyde